F[C@H]1CN(CC1)C1=CC=C(C=N1)N1N=C2C(=C1)CN(C2=O)C=2C=NC=CC2 2-{6-[(3R)-3-fluoropyrrolidin-1-yl]pyridin-3-yl}-5-(pyridin-3-yl)-2H,4H,5H,6H-pyrrolo[3,4-c]pyrazol-6-one